FC1=CC=C(C=C1)N1CN(C(C2=CC=C(C=C12)C(F)(F)F)=O)C1=CNC(C=C1)=O 1-(4-fluorophenyl)-3-(6-oxo-1,6-dihydropyridin-3-yl)-7-(trifluoromethyl)-2,3-dihydroquinazolin-4(1H)-one